9-(2-bromo-3-fluoro-5-trifluoromethylphenyl)-3-cyanocarbazole BrC1=C(C=C(C=C1F)C(F)(F)F)N1C2=CC=CC=C2C=2C=C(C=CC12)C#N